3-((3-exo)-3-((5-((5-methyl-1H-pyrazol-3-yl)amino)-1,2,4-oxadiazol-3-yl)amino)-8-azabicyclo[3.2.1]oct-8-yl)propionitrile CC1=CC(=NN1)NC1=NC(=NO1)NC1CC2CCC(C1)N2CCC#N